(1s,3s)-3-({1-[2-(difluoromethoxy)-4-(trifluoromethoxy)phenyl]pyrrolo[1,2-d][1,2,4]triazin-4-yl}amino)-1-methylcyclobutan-1-ol FC(OC1=C(C=CC(=C1)OC(F)(F)F)C=1C=2N(C(=NN1)NC1CC(C1)(O)C)C=CC2)F